2-(bis(3,5-di(t-butyl)-4-methoxyphenyl)phosphino)benzol C(C)(C)(C)C=1C=C(C=C(C1OC)C(C)(C)C)P(C1=CC=CC=C1)C1=CC(=C(C(=C1)C(C)(C)C)OC)C(C)(C)C